7-ethoxy-2-methyl-N-(6-(piperazin-1-yl)pyridazin-3-yl)imidazo[1,2-a]pyrimidine-6-carboxamide formate salt C(=O)O.C(C)OC1=NC=2N(C=C1C(=O)NC=1N=NC(=CC1)N1CCNCC1)C=C(N2)C